6-(2-(3-(3-chloropyridin-2-yl)-5-cyclopropylisoxazol-4-yl)-7-azaspiro[3.5]non-1-en-7-yl)-4-methoxyquinoline-2-carboxylic acid ClC=1C(=NC=CC1)C1=NOC(=C1C1=CC2(C1)CCN(CC2)C=2C=C1C(=CC(=NC1=CC2)C(=O)O)OC)C2CC2